N2-(2-(1H-1,2,4-triazol-1-yl)ethyl)-6-fluoro-N4-phenylbiphenyl-2,4-diamine N1(N=CN=C1)CCNC=1C(=C(C=C(C1)NC1=CC=CC=C1)F)C1=CC=CC=C1